COC(=O)C1(CCC2(C(=CC3=C(C(=CC=C23)Cl)Cl)Br)CC1)NC1=CC(=CC=C1)Cl (1s,4s)-2'-bromo-4',5'-dichloro-4-(3-chloroanilino)spiro[cyclohexane-1,1'-indene]-4-carboxylic acid methyl ester